N-(2-acryloyloxyethyl)-3-ethyl-2-pyrrolidone C(C=C)(=O)OCCN1C(C(CC1)CC)=O